5,6-dihydro-1,4,2-dioxazine O1N=COCC1